tert-butyl (3S)-3-[[5-chloro-4-[6-cyano-7-methylsulfonyl-1-(2-trimethylsilylethoxymethyl)indol-3-yl]pyrimidin-2-yl]amino]piperidine-1-carboxylate ClC=1C(=NC(=NC1)N[C@@H]1CN(CCC1)C(=O)OC(C)(C)C)C1=CN(C2=C(C(=CC=C12)C#N)S(=O)(=O)C)COCC[Si](C)(C)C